BrC=1C=NC2=CC(=NC=C2C1)N(CC1=CC=C(C=C1)OC)CC 3-bromo-N-ethyl-N-(4-methoxybenzyl)-1,6-naphthyridin-7-amine